2-(fluoromethyl)-4-methylpentan-2-amine FCC(C)(CC(C)C)N